C(C)OC=1C=C(C=CC1OC)[C@@H](CS(=O)(=O)C)N1C(C2=CC=C(C=C2C1)C#CCCCO)=O (S)-2-(1-(3-ethoxy-4-methoxyphenyl)-2-(methylsulfonyl)ethyl)-5-(5-hydroxypent-1-yn-1-yl)isoindolin-1-one